tert-Butyl (S)-4-(7-(3-cyanophenyl)-5-(1-methylcyclopropyl)-7H-pyrrolo[2,3-d]pyrimidin-4-yl)-3-methylpiperazine-1-carboxylate C(#N)C=1C=C(C=CC1)N1C=C(C2=C1N=CN=C2N2[C@H](CN(CC2)C(=O)OC(C)(C)C)C)C2(CC2)C